(R)-N-(3,3-difluoro-1-(methylsulfonyl)piperidin-4-yl)-5-(1-(2,2-difluoroethyl)-4-fluoro-2-methyl-1H-benzo[d]imidazol-6-yl)-6-fluoro-4-(methoxy-d3)pyrrolo[2,1-f][1,2,4]triazin-2-amine FC1(CN(CC[C@H]1NC1=NN2C(C(=N1)OC([2H])([2H])[2H])=C(C(=C2)F)C=2C=C(C1=C(N(C(=N1)C)CC(F)F)C2)F)S(=O)(=O)C)F